benzoic acid (2R,3R,5R,6s)-5-((tert-butyldiphenylsilyl) oxy)-2-(((R)-hex-5-en-2-yl) oxy)-6-methyltetrahydro-2H-pyran-3-yl ester [Si](C1=CC=CC=C1)(C1=CC=CC=C1)(C(C)(C)C)O[C@@H]1C[C@H]([C@@H](O[C@H]1C)O[C@H](C)CCC=C)OC(C1=CC=CC=C1)=O